3-[7-(aminocarbonyl)-5-fluoro-2H-indazole-2-yl]-1-isopropylpyrrolidinium NC(=O)C1=CC(=CC2=CN(N=C12)C1C[NH+](CC1)C(C)C)F